NC[C@@H](C(=O)OC)NS(=O)(=O)C1=C(C=C(C=C1C)OCCCC(=O)NCCNC(=O)OCC1=CC=CC=C1)C methyl (2S)-3-amino-2-((4-(4-((2-(benzyloxycarbonylamino)ethyl)amino)-4-oxobutoxy)-2,6-dimethyl phenyl)sulfonylamino)propanoate